[Br-].C(CCCCCCCCCCCCCCCCCCCCCCCC)[N+](C)(C)C pentacosyltrimethylammonium bromide